6-acetyl-8-cyclopentyl-5-methyl-2-(5-piperazin-1-yl-pyridin-2-ylamino)-8H-pyrido[2,3-d]pyrimidin-7-one hydrochloride Cl.C(C)(=O)C1=C(C2=C(N=C(N=C2)NC2=NC=C(C=C2)N2CCNCC2)N(C1=O)C1CCCC1)C